C(C)(=O)O[C@@H](COC1=C(C=C(C=C1Cl)S(=O)(=O)C1=CC=C(C=C1)OC[C@@H](CN(C(C)=O)S(=O)(=O)C)OC(C)=O)Cl)CCl (S)-1-(4-((4-((R)-2-acetoxy-3-(N-(methylsulfonyl) acetamido)propoxy)phenyl) sulfonyl)-2,6-dichlorophenoxy)-3-chloropropan-2-yl acetate